ClC1=NC(=NC(=C1)OC(C)C)SC 4-CHLORO-6-ISOPROPOXY-2-(METHYLTHIO)PYRIMIDINE